5-((1-(3-((2,6-Dimethoxy-4-(2-Methyl-1-Oxo-1,2-Dihydro-2,7-Naphthyridin-4-Yl)Benzyl)(Methyl)Amino)Propyl)Piperidin-4-Yl)Oxy)-2-(2,6-Dioxopiperidin-3-Yl)Isoindoline-1,3-Dione COC1=C(CN(CCCN2CCC(CC2)OC=2C=C3C(N(C(C3=CC2)=O)C2C(NC(CC2)=O)=O)=O)C)C(=CC(=C1)C1=CN(C(C2=CN=CC=C12)=O)C)OC